1-(5-chloropyridin-2-yl)-3-(isoquinolin-4-yl)-2-oxoimidazolidine-4-carbonitrile ClC=1C=CC(=NC1)N1C(N(C(C1)C#N)C1=CN=CC2=CC=CC=C12)=O